pelargonic acid C(CCCCCCCC)(=O)O